FC1=C(C=CC=C1)C1=CN(C(C2=CC=CC=C12)=O)C 4-(2-fluorophenyl)-2-methylisoquinolin-1-one